5-{[(2S,3S,4S)-4-fluoro-3-methyl-5-oxopyrrolidin-2-yl]methoxy}-3-methoxynaphthalene F[C@H]1[C@H]([C@H](NC1=O)COC1=C2C=C(C=CC2=CC=C1)OC)C